methyl (1-((6-(5-chloro-6-fluoro-7-(isopropylamino)-1H-indazol-4-yl)imidazo[1,2-a]pyrazin-2-yl)carbamoyl)cyclopropyl)carbamate ClC=1C(=C2C=NNC2=C(C1F)NC(C)C)C=1N=CC=2N(C1)C=C(N2)NC(=O)C2(CC2)NC(OC)=O